methyl 2-methyl-2-(1-methyl-1H-indol-5-yl)propanoate CC(C(=O)OC)(C)C=1C=C2C=CN(C2=CC1)C